C(CCC)OC1=C(C=C(C(=O)NN2CCCCC2)C=C1OC)OC 4-butoxy-3,5-dimethoxy-N-(piperidin-1-yl)benzamide